4-((3S,5R)-3,5-dimethylpiperazin-1-yl)-N-(6-methoxy-2-methylpyrazolo[1,5-b]pyridazin-5-yl)-2,3-dihydro-1H-pyrrolo[2,3-b]pyridine-1-carboxamide hydrochloride Cl.C[C@H]1CN(C[C@H](N1)C)C1=C2C(=NC=C1)N(CC2)C(=O)NC2=CC=1N(N=C2OC)N=C(C1)C